di(dichloro-dodecanoyl) peroxide ClC(CCCCCCCCCCC(=O)OOC(CCCCCCCCCCC(Cl)Cl)=O)Cl